tris(2,2'-bipyrimidine) ruthenium bis(hexafluorophosphate) F[P-](F)(F)(F)(F)F.F[P-](F)(F)(F)(F)F.[Ru+2].N1=C(N=CC=C1)C1=NC=CC=N1.N1=C(N=CC=C1)C1=NC=CC=N1.N1=C(N=CC=C1)C1=NC=CC=N1